NCCNCCNCCNCCN tetra-ethylenepenta-amine